(4-((2-Methoxyphenyl)amino)-6-((1,2,3,4-tetrahydronaphthalen-2-yl)carbamoyl)-pyrimidin-2-yl)carbamic acid tert-butyl ester C(C)(C)(C)OC(NC1=NC(=CC(=N1)NC1=C(C=CC=C1)OC)C(NC1CC2=CC=CC=C2CC1)=O)=O